CO[C@H]1[C@@H](O[C@@H]([C@H]1O)C(O)C)N1C(=O)NC(=O)C=C1 2'-O-methyl-5'-methyluridine